(2S,3S)-4-Bromo-5-chloro-6-fluoro-3-methoxy-2-phenyl-2,3-dihydrobenzofuran-2-carbonitrile BrC1=C(C(=CC2=C1[C@@H]([C@@](O2)(C#N)C2=CC=CC=C2)OC)F)Cl